C(C)(C)(C)C1=CC2=C(OP(OC3=C2C=C(C=C3C(C)(C)C)C(C)(C)C)OCCN(CCOP3OC2=C(C4=C(O3)C(=CC(=C4)C(C)(C)C)C(C)(C)C)C=C(C=C2C(C)(C)C)C(C)(C)C)CCOP2OC4=C(C3=C(O2)C(=CC(=C3)C(C)(C)C)C(C)(C)C)C=C(C=C4C(C)(C)C)C(C)(C)C)C(=C1)C(C)(C)C tris(2-[(2,4,8,10-tetrakis-tertiary butyldibenzo[d,f][1,3,2]dioxaphosphepine-6-yl)oxy]ethyl)amine